Methyl 4-chloro-9-(4-((1-(3-fluoropropyl)azetidin-3-yl)methyl)phenyl)-6,7-dihydro-5H-benzo[7]annulene-3-carboxylate ClC1=C(C=CC=2C(=CCCCC21)C2=CC=C(C=C2)CC2CN(C2)CCCF)C(=O)OC